ClC1=CC=C(C(=N1)C(=O)O)N[C@H](C)C1=C2N=C(C(=NC2=CC(=C1)C)C#N)N1CC2CN(CC2C1)C 6-chloro-3-(((1R)-1-(2-cyano-7-methyl-3-(5-methylhexahydropyrrolo[3,4-c]pyrrol-2(1H)-yl)quinoxalin-5-yl)ethyl)amino)picolinic acid